[CH3+].CC(CCC=C)(C)C tri-methyl-pentene carbenium